The molecule is a carbobicyclic compound that is 1,2,3,4,4a,5,6,7-octahydronaphthalene which is substituted at positions 1, 4, and 7 by a propan-2-yl, methyl and methylidene groups, respectively (the 1R,4R,4aS-diastereoisomer). It is a sesquiterpene and a carbobicyclic compound. C[C@@H]1CC[C@@H](C2=CC(=C)CC[C@@H]12)C(C)C